C(C)C(CCCCCCCCCCCCCCCC)OCCO 2-[(1-ethylheptadecyl)oxy]ethanol